BrC=1C=C(C=CC1)S(=O)(=O)C1=CC(=CC=C1)Br 3-bromophenylsulfone